11-amino-3-cyclopropyl-5-(2-(1,1-dioxidothiomorpholino)ethyl)-7-isopropyl-6,7-dihydroisoxazolo[4,3-c]pyrimido[5',4':4,5]pyrrolo[3,2-e]azepin-4(5H)-one NC1=NC=NC2=C1C=1C=3C(C(N(CC1N2C(C)C)CCN2CCS(CC2)(=O)=O)=O)=C(ON3)C3CC3